CON(C(=O)C=1C=C2COCC2=CC1)C N-methoxy-N-methyl-1,3-dihydroisobenzofuran-5-carboxamide